CC=1C=C(C=C2C(N(C(=NC12)C1=NC=CC(=C1)C(F)(F)F)COCC[Si](C)(C)C)=O)OCCCC1=CC=NC=C1 8-methyl-6-(3-pyridin-4-yl-propoxy)-2-(4-trifluoromethyl-pyridin-2-yl)-3-(2-trimethylsilanyl-ethoxymethyl)-3H-quinazolin-4-one